(bromomethyl)-5-chloroquinoline BrCC1=NC2=CC=CC(=C2C=C1)Cl